3-ethyl-1-(4-sulfobutyl)benzimidazole hydroxide [OH-].C(C)N1CN(C2=C1C=CC=C2)CCCCS(=O)(=O)O